C(C)(C)(C)C=1C=C(C=CC1O)C 6-tertiary butyl-para-cresol